((3-Bromophenyl)seleno)-2-phenyl-4H-pyridine BrC=1C=C(C=CC1)[Se]C1C(=NC=CC1)C1=CC=CC=C1